C[C@@](C(C(=O)O)(C)C)(C1=CC(=C(C=C1)C)CC1NC2=C(O[C@@H](C1)CC)C=CC=C2)OCC=2N=NN(C2)CC (S)-methyl-3-((1-ethyl-1H-1,2,3-triazol-4-yl)-methoxy)-3-(3-(((R)-2-ethyl-2,3-dihydro-benzo[b][1,4]oxazepin-4(5H)-yl)methyl)-4-methylphenyl)-2,2-dimethyl-propanoic acid